(4-cyclopropyl-1H-imidazol-1-yl)-N-(6-(4-isopropyl-4H-1,2,4-triazol-3-yl)pyridin-2-yl)-1-methyl-1H-indole-2-carboxamide C1(CC1)C=1N=CN(C1)C1=C(N(C2=CC=CC=C12)C)C(=O)NC1=NC(=CC=C1)C1=NN=CN1C(C)C